C(C)(C)(C)OC(=O)N1CC(NCC1)COC1=C(C(=O)O)C(=CC=C1Cl)NC1=C(C=CC=C1)C(C)C ((4-(tert-butoxycarbonyl)piperazin-2-yl)methoxy)-3-chloro-6-((2-isopropylphenyl)amino)benzoic acid